CC1=CN=C2C(=N1)N(C(=C2C(=O)N2CC(CCC2)COC2=C(C=CC=C2)C)C2=CC=CC=C2)C (3,5-Dimethyl-6-phenyl-5H-pyrrolo[2,3-b]pyrazin-7-yl)(3-((o-tolyloxy)methyl)piperidin-1-yl)methanone